N1C=NC=C2C1=NC=C2 pyrrolo[2,3-D]Pyrimidine